ClC=1C=C(C(=NC1)N1C([C@@H](N(C(C1)=O)CC1=CC=C(C=C1)Cl)C1CC(C1)O)=O)F (S)-1-(5-chloro-3-fluoropyridin-2-yl)-4-(4-chlorobenzyl)-3-((1r,3S)-3-hydroxycyclobutyl)piperazine-2,5-dione